FC=1N=CN(C1)C1=C(OC2=C1C=CC=C2)C(=O)NC2=NC(=CC=C2)C2=NN=CN2C(C)C (4-fluoro-1H-imidazol-1-yl)-N-(6-(4-isopropyl-4H-1,2,4-triazol-3-yl)pyridin-2-yl)benzofuran-2-carboxamide